[O-]S(=O)(=O)C(F)(F)F.C(C)(C)(C)C1=CC=C(C=C1)[Se+](C1=CC=CC=C1)C1=CC=CC=C1 (4-tert-butylphenyl)diphenylselenonium triflate